COC1=CC=C(C=C1)CCCC(=O)N[C@@H](C)C(=O)N1[C@@H](CCC1)C(=O)N (2S)-1-((4-(4-methoxyphenyl)butanoyl)alanyl)pyrrolidine-2-carboxamide